COC(=O)C1(CC(C1)C)C=1SC=CC1 3-methyl-1-(2-thienyl)cyclobutanecarboxylic acid methyl ester